tert-butyl[2-(2-chloro-4-nitrophenyl)ethoxy]dimethylsilane C(C)(C)(C)[Si](C)(C)OCCC1=C(C=C(C=C1)[N+](=O)[O-])Cl